Vinyl-Acetat C(=C)CC(=O)[O-]